ClC=1C=C(C=CC1OC)N=C(C=1N(C=CN1)COCC[Si](C)(C)C)C1=CC=CC=C1 (3-chloro-4-methoxyphenyl)-1-phenyl-1-(1-((2-(trimethylsilyl)-ethoxy)methyl)-1H-imidazol-2-yl)methanimine